Ethyl 1-{6-[(tert-butoxycarbonyl)amino]pyridin-3-yl}-6-chloro-7-fluoro-4-oxoquinoline-3-carboxylate C(C)(C)(C)OC(=O)NC1=CC=C(C=N1)N1C=C(C(C2=CC(=C(C=C12)F)Cl)=O)C(=O)OCC